CO[C@H]1C[C@@H](CC1)N1C(CNC=2C1=NC(=CN2)C=2C(=NC(=CC2)C2=NN=CN2)C)=O 1-((1R,3R)-3-methoxycyclopentyl)-7-(2-methyl-6-(4H-1,2,4-triazol-3-yl)pyridin-3-yl)-3,4-dihydropyrazino[2,3-b]pyrazin-2(1H)-one